C(C)(C)(C)OC(NC=1C(=NC=CC1)COC1CCC(CC1)C1=C(C=CC=C1)O)=O.C(CC1=CC=CC=C1)NC1CCC(CC1)=O 4-(phenethylamino)cyclohexanone tert-butyl-N-[2-([[(1s,4s)-4-(2-hydroxyphenyl)cyclohexyl]oxy]methyl)pyridin-3-yl]carbamate